FC(=C(OC1=C(C=C(C=C[N+](=O)[O-])C=C1OC)OC)[2H])F 4-(2,2-Difluoro-1-deuterovinyloxy)-3,5-dimethoxy-β-nitrostyrene